N-((1,2,3,5,6,7-Hexahydro-s-indacen-4-yl)carbamoyl)-2-isopropylpyridine-4-sulfonamide, Sodium Salt [Na].C1CCC2=C(C=3CCCC3C=C12)NC(=O)NS(=O)(=O)C1=CC(=NC=C1)C(C)C